C(C)(C)(C)OC(=O)N1C(CC(CC1)C1=CC=CC=2N(C(N(C21)C)=O)COCC[Si](C)(C)C)(C)C 2,2-dimethyl-4-[3-methyl-2-oxo-1-(2-trimethylsilylethoxymethyl)benzimidazol-4-yl]Piperidine-1-carboxylic acid tert-butyl ester